C(CCCCCCC\C=C/C=C/CC)CC(=O)O.N1C=C(C2=CC=CC=C12)C=1C2=C(N=C(N1)N1CCOCC1)CN(CC2)S(=O)(=O)C (4-(1H-indol-3-yl)-7-(methylsulfonyl)-5,6,7,8-tetrahydropyrido[3,4-d]pyrimidin-2-yl)morpholine (9Z,11E)-tetradeca-9,11-dien-1-yl-acetate